CC1(C=C(CC=2C(CC=CC12)=O)C(=O)O)C dimethyl-5-oxo-1,4,5,6-tetrahydronaphthalene-3-carboxylic acid